ClC=1C=C2C(=C(N=NC2=C(C1)F)C(C)(C)O)C 2-(6-chloro-8-fluoro-4-methylcinnolin-3-yl)propan-2-ol